C(C)OC(=O)N1C(C2=CC=CC=C2C1=O)=O 1,3-dioxoisoindoline-2-carboxylic acid ethyl ester